CNC(=O)C1=NC=C(C(=O)OC)C=C1 Methyl 6-(methylcarbamoyl)nicotinate